(R)-5-bromo-N-(1-hydroxypropan-2-yl)picolinamide BrC=1C=CC(=NC1)C(=O)N[C@@H](CO)C